13-octadecadien-1-ol CCCC/C=C/CCCCCCCC/C=C/CCO